O=S1(CC(CC1)C1=CC=C(C=C1)C1CN(C1)C(CC[C@H]1NC(OC1)=O)=O)=O (4R)-4-[3-[3-[4-(1,1-dioxotetrahydrothiophen-3-yl)phenyl]azetidin-1-yl]-3-oxo-propyl]oxazolidin-2-one